O=C1NC(CCC1N1C(C2=CC=CC(=C2C1=O)NC(CCCCC(=O)NC1=C2C(N(C(C2=CC=C1)=O)C1C(NC(CC1)=O)=O)=O)=O)=O)=O N1,N6-bis(2-(2,6-Dioxopiperidin-3-yl)-1,3-dioxoisoindolin-4-yl)adipamide